C(C)OC([C@@H](NC(C1=CC=C(C=C1)C=O)=O)CC1=CC=CC=C1)=O (4-formylbenzoyl)phenylalanine ethyl ester